C(CC(=O)O)(=O)O.CC1=C(C=C(C=C1)NC(=O)[C@@H]1NCCCC1)C(N[C@H](C)C1=CC=CC2=CC=CC=C12)=O.CC1=C(C=C(C=C1)NC(=O)[C@@H]1NCCCC1)C(N[C@H](C)C1=CC=CC2=CC=CC=C12)=O (R)-N-(4-methyl-3-(((R)-1-(naphthalen-1-yl)ethyl)carbamoyl)phenyl)piperidine-2-carboxamide hemimalonate